9-phenyl-3,9'-bi-9H-carbazole C1(=CC=CC=C1)N1C2=CC=CC=C2C=2C=C(C=CC12)N1C2=CC=CC=C2C=2C=CC=CC12